3-(5-(4-((4'-chloro-5,5-dimethyl-3,4,5,6-tetrahydro-[1,1'-biphenyl]-2-yl)methyl)-1,4-diazacycloheptane-1-carbonyl)-7-fluoro-1-oxoisoindolin-2-yl)piperidine-2,6-dione ClC1=CC=C(C=C1)C1=C(CCC(C1)(C)C)CN1CCN(CCC1)C(=O)C=1C=C2CN(C(C2=C(C1)F)=O)C1C(NC(CC1)=O)=O